C(C=C)O[C@H]1CC(N(CC1)C1=NN(C(=C1)C)C1CC2(CN(C2)C(=O)OCC2=CC=CC=C2)C1)(C)C benzyl (R)-6-(3-(4-(allyloxy)-2,2-dimethylpiperidin-1-yl)-5-methyl-1H-pyrazol-1-yl)-2-azaspiro[3.3]heptane-2-carboxylate